bis(1-methylindol-3-yl)(phenyl)methane CN1C=C(C2=CC=CC=C12)C(C1=CC=CC=C1)C1=CN(C2=CC=CC=C12)C